methyl (S)-2-(5-bromo-3-methoxy-2-oxopyrazin-1(2H)-yl)-4-methylpentanoate BrC=1N=C(C(N(C1)[C@H](C(=O)OC)CC(C)C)=O)OC